N,N-dioctadecyl-(trimethylsilyl)amine C(CCCCCCCCCCCCCCCCC)N(CCCCCCCCCCCCCCCCCC)[Si](C)(C)C